ClC=1C(=C(C=CC1)O)C1=C(C2=C(CN3[C@@H](CO2)CNCC3)C=C1F)Cl 3-Chloro-2-[(12aR)-10-chloro-8-fluoro-1,2,3,4,12,12a-hexahydro-6H-pyrazino[2,1-c][1,4]benzooxazepin-9-yl]phenol